3-((3-methoxyoxetanyl)methoxypropoxy)benzoic acid COC1C(OC1)COCCCOC=1C=C(C(=O)O)C=CC1